1-(8-fluoro-2-(((2R,7aS)-2-fluorotetrahydro-1H-pyrrolizin-7a(5H)-yl)methoxy)-7-(4-(trifluoromethyl)-1H-indol-3-yl)pyrido[4,3-d]pyrimidin-4-yl)-3-(trifluoromethyl)piperidin-3-ol FC1=C(N=CC2=C1N=C(N=C2N2CC(CCC2)(O)C(F)(F)F)OC[C@]21CCCN1C[C@@H](C2)F)C2=CNC1=CC=CC(=C21)C(F)(F)F